(4-{[cis-3-(trifluoromethoxy)cyclobutyl]carbamoyl}bicyclo[2.2.2]oct-1-yl)carbamic acid tert-butyl ester C(C)(C)(C)OC(NC12CCC(CC1)(CC2)C(N[C@@H]2C[C@@H](C2)OC(F)(F)F)=O)=O